3-iodo-5-methoxy-1H-pyrrolo[3,2-b]pyridine IC1=CNC=2C1=NC(=CC2)OC